C(C)(C)(C)OC(=O)N1C2CN(CC1CC2)CC2=C(N=C1N2C=CC=C1)C1=CC=C(C=C1)Br tert-butyl-3-{[2-(4-bromophenyl)imidazo-[1,2-a]pyridin-3-yl]methyl}-3,8-diazabicyclo[3.2.1]-octane-8-carboxylate